CN1CCN(CC1)CC1=C(C=C(C=C1)N1NC=2C(=C3C=4CCCCC4C(=NC3=CC2)C(=O)O)C1)C(F)(F)F N-(4-((4-methylpiperazin-1-yl)methyl)-3-(trifluoromethyl)phenyl)-8,9,10,11-tetrahydro-3H-pyrazolo[4,3-a]phenanthridine-7-carboxylic acid